(2S)-2-(bromomethyl)-1,1-difluorocyclopropane BrC[C@@H]1C(C1)(F)F